4-hydroxy-3,5-dimethoxybenzonitrile OC1=C(C=C(C#N)C=C1OC)OC